[I-].C[N+]1=CC=C(C=C1)N1C(NNC1=O)=O 4-(1-methylpyridin-1-ium-4-yl)-1,2,4-triazolidine-3,5-dione iodide